1,1-bis(4-hydroxyphenyl)n-nonane Methyl-4-fluoro-3-hydroxybenzoate COC(C1=CC(=C(C=C1)F)O)=O.OC1=CC=C(C=C1)C(CCCCCCCC)C1=CC=C(C=C1)O